BrC1=CC=C(C=C1)CBr 4-bromo-1-(bromomethyl)benzene